3-methyl-3-pentyl acrylate C(C=C)(=O)OC(CC)(CC)C